C(CCC)B1O[C@@H]2[C@@H]([C@H](C(O1)C2)/C=C/CCCC2=CC=CC=C2)C\C=C/CCCC(=O)NCC (1S,2E)-3-{(6R,7R)-3-butyl-7-[(2Z)-7-(ethylamino)-7-oxoHept-2-en-1-yl]-2,4-dioxa-3-borabicyclo[3.2.1]Oct-6-yl}-1-(2-phenylethyl)-prop-2-en